CN(CCN(C1=C(C=C(C(=C1)OC)N)[N+](=O)[O-])C)C N1-(2-(dimethylamino)ethyl)-5-methoxy-N1-methyl-2-nitrobenzene-1,4-diamine